COC=1C=C2C=C(C=NC2=C(C1)OC1=CC=C(C=C1)C(F)(F)F)C(=O)N[C@@H](COC)C (R)-6-methoxy-N-(1-methoxypropan-2-yl)-8-(4-(trifluoromethyl)phenoxy)quinoline-3-carboxamide